N-(3-bromo-2-fluoro-phenyl)acetamide BrC=1C(=C(C=CC1)NC(C)=O)F